C(C1=CC=CC=C1)O[C@@H]1[C@H]([C@@H](O)O[C@@H]([C@@H]1OCC1=CC=CC=C1)C(O)C(CCC(=O)C)=O)O 3,4-di-O-benzyl-6-levulinyl-alpha-D-galactopyranose